2,2'-dimercaptodiethyl ether C(CS)OCCS